(E)-2-chloro-3-(2-(4,4-difluorocyclohexyl)vinyl)-5-nitropyridine ClC1=NC=C(C=C1\C=C\C1CCC(CC1)(F)F)[N+](=O)[O-]